3-trans-hexene C=CCCCC